C(#N)C=1C=C(C=CC1)C=1N=C(SC1C1=CC(=NC(=C1)C)C)NC(=O)N1C[C@H]2N(CC1)CCC2 (8aS)-N-[4-(3-cyanophenyl)-5-(2,6-dimethyl-4-pyridyl)thiazol-2-yl]-3,4,6,7,8,8a-hexahydro-1H-pyrrolo[1,2-a]pyrazine-2-carboxamide